O1CCOC12CCN(CC2)C2=C1C=CN(C1=CC=C2)C2C(NC(CC2)=O)=O 3-[4-(1,4-dioxa-8-azaspiro[4.5]dec-8-yl)indol-1-yl]piperidine-2,6-dione